O1CCC(=CC1)C1=CNC=2N=CN=C(C21)N[C@@H](C)C2=NC(=CC=C2)N2C[C@H](N[C@H](C2)C)C 5-(3,6-Dihydro-2H-pyran-4-yl)-N-((S)-1-(6-((3R,5S)-3,5-dimethylpiperazin-1-yl)pyridin-2-yl)ethyl)-7H-pyrrolo[2,3-d]pyrimidin-4-amine